4-[(S)-2-methyl-2,3-dihydro-1,4-dioxa-5-aza-7-naphthylamino]-2-[p-(3-morpholinopropoxy)phenylamino]pyrimidine C[C@@H]1OC2=CC(=CN=C2OC1)NC1=NC(=NC=C1)NC1=CC=C(C=C1)OCCCN1CCOCC1